N-[6-(2-chloro-5-fluorophenyl)-6-hydroxy-3-methoxy-7-[(4-methoxyphenyl)methyl]-8-oxo-1,6,7,8-tetrahydropyrrolo[4,3-g]indazol-5-yl]-5-fluoro-3-(trifluoromethyl)benzamide ClC1=C(C=C(C=C1)F)C1(N(C(C=2C1=C(C=C1C(=NNC21)OC)NC(C2=CC(=CC(=C2)F)C(F)(F)F)=O)=O)CC2=CC=C(C=C2)OC)O